C(C)(C)OC=1C=C(C=CC1)N1C(C(C2=CC(=CC=C12)C(=O)NC1(CCS(CC1)(=O)=O)C)(C)C)=O 1-(3-isopropoxyphenyl)-3,3-dimethyl-N-(4-methyl-1,1-dioxidotetrahydro-2H-thiopyran-4-yl)-2-oxoindoline-5-carboxamide